(4-(7-Methoxyquinolin-4-yl)piperazin-1-yl)(piperidin-3-yl)methanone COC1=CC=C2C(=CC=NC2=C1)N1CCN(CC1)C(=O)C1CNCCC1